8-(6-fluoro-5-((triisopropylsilyl)ethynyl)-1H-benzo[f]indazol-4-yl)-9-methyl-2-(methylthio)-9H-pyrido[4',3':4,5]pyrrolo[2,3-d]pyrimidin-4-ol FC=1C=CC2=C(C(=C3C=NNC3=C2)C2=NC=CC3=C2N(C=2N=C(N=C(C23)O)SC)C)C1C#C[Si](C(C)C)(C(C)C)C(C)C